C(CCCCCCCCCCCCCCCCC)OCC(OC)CO 1-O-octadecyl-2-O-methyl-glycerol